2-((1R,2R)-1-(4-chloro-2-cyanophenyl)-1-(1-methyl-1H-pyrazol-4-yl)propan-2-yl)-5-hydroxy-N-(isoxazol-4-yl)-1-methyl-6-oxo-1,6-dihydropyrimidine-4-carboxamide ClC1=CC(=C(C=C1)[C@@H]([C@@H](C)C=1N(C(C(=C(N1)C(=O)NC=1C=NOC1)O)=O)C)C=1C=NN(C1)C)C#N